C(C)(C)(C)OC(CCCCCNC1=C2CN(C(C2=CC=C1)=O)C1C(N(C(CC1)=O)C(=O)OC(C)(C)C)=O)=O tert-butyl 3-(4-((6-(tert-butoxy)-6-oxohexyl)amino)-1-oxoisoindolin-2-yl)-2,6-dioxopiperidine-1-carboxylate